methyl 2-(2-methoxypropan-2-yl)-pyrimidine-5-carboxylate COC(C)(C)C1=NC=C(C=N1)C(=O)OC